1-(1,3-Benzothiazol-2-yl)-2-bromoethan-1-one S1C(=NC2=C1C=CC=C2)C(CBr)=O